N[C@H](C(=O)O)CCN(CC1=C(C=CC=C1)OC1=CC(=CC=C1)F)CC1=C(C=CC=C1)OCC1=C(C=CC=C1)F (S)-2-amino-4-((2-((2-fluorobenzyl)oxy)benzyl)(2-(3-fluorophenoxy)benzyl)amino)butanoic acid